1-(5-methyl-2-nitrophenyl)-1H-pyrrole CC=1C=CC(=C(C1)N1C=CC=C1)[N+](=O)[O-]